C(C)(C)(C)N(C(C1=CC=CC=C1)=O)OS(=O)C(F)(F)F N-(tert-butyl)-N-(((trifluoromethyl)sulfinyl)oxy)benzamide